4'-(Benzyloxy)-7-bromo-2'-(methylthio)-3,4,5',8'-tetrahydro-2H-spiro[naphthalene-1,7'-pyrano[4,3-d]pyrimidine] C(C1=CC=CC=C1)OC=1C2=C(N=C(N1)SC)CC1(OC2)CCCC2=CC=C(C=C21)Br